C1(CC1)C(C(C(=O)O)C)C1=CC=C2CC[C@@H](OC2=C1)C1CCNCC1 3-cyclopropyl-2-methyl-3-((R)-2-(piperidin-4-yl)chroman-7-yl)propionic acid